5-(2-((4-(3-((4-Chloro-2-fluorobenzyl)oxy)phenyl)piperidin-1-yl)methyl)-4-(difluoromethoxy)-1-methyl-1H-benzo[d]imidazol-6-yl)-1,2,5-thiadiazolidin-3-one 1,1-dioxide ClC1=CC(=C(COC=2C=C(C=CC2)C2CCN(CC2)CC2=NC3=C(N2C)C=C(C=C3OC(F)F)N3CC(NS3(=O)=O)=O)C=C1)F